5H-phenyl-tetrazole C=1(C=CCCC1)C1=NN=NN1